1-(4-phenylsulfanylphenyl)-octan-1,2-dione-2-oxime C1(=CC=CC=C1)SC1=CC=C(C=C1)C(C(CCCCCC)=NO)=O